3-aminobenzo[g]quinoxalin-2(1H)-one NC1=NC=2C=C3C(=CC2NC1=O)C=CC=C3